palmitoleyl-amide C(CCCCCCC\C=C/CCCCCC)[NH-]